(2R,3S)-3-aminooxetane NC1COC1